tert-butyl (4-(6-(1-methyl-1H-pyrazol-4-yl)pyrrolo[2,1-f][1,2,4]triazin-4-yl)-2-methylbenzyl)carbamate CN1N=CC(=C1)C=1C=C2C(=NC=NN2C1)C1=CC(=C(CNC(OC(C)(C)C)=O)C=C1)C